C(C)OC=1C(=C(C=CC1)C1CCC2(CN(C2)C(=O)C2CC(C2)(C)O)CC1)C (7-(3-Ethoxy-2-methylphenyl)-2-azaspiro[3.5]nonan-2-yl)((1s,3s)-3-hydroxy-3-methylcyclobutyl)methanone